FC(COC1=NC=CC2=C1C=C(N2)C(=O)OC)(F)F methyl 4-(2,2,2-trifluoroethoxy)-1H-pyrrolo[3,2-c]pyridine-2-carboxylate